[1-(3,5-difluoro-2-pyridyl)triazol-4-yl]-[(1S,4S)-1-methyl-4-(1-methylpyrazol-4-yl)-3,4-dihydro-1H-isoquinolin-2-yl]methanone FC=1C(=NC=C(C1)F)N1N=NC(=C1)C(=O)N1[C@H](C2=CC=CC=C2[C@H](C1)C=1C=NN(C1)C)C